S1C(=NC2=C1C=CC=C2)C(=O)N BENZOTHIAZOLEAMIDE